(R)-N-(3-(N-(2-chloroacetyl)-S-methylamino-sulfinyl)phenyl)-2-((6-fluoro-2-methylpyridin-3-yl)oxy)-4-methyl-5-(trifluoromethyl)nicotinamide ClCC(=O)N([S@](=O)C=1C=C(C=CC1)NC(C1=C(N=CC(=C1C)C(F)(F)F)OC=1C(=NC(=CC1)F)C)=O)C